C1(=CC=CC=C1)[C@@]1(N(CCC1)C1=CC=CC=C1)C(=O)[Si] diphenyl-prolyl-silicon